2-(((4-((1R,5S)-3,8-diazabicyclo[3.2.1]octan-3-yl)-8-fluoro-7-(3-hydroxynaphthalen-1-yl)quinazolin-2-yl)oxy)methyl)propane-1,3-diol [C@H]12CN(C[C@H](CC1)N2)C2=NC(=NC1=C(C(=CC=C21)C2=CC(=CC1=CC=CC=C21)O)F)OCC(CO)CO